isopropyl (R)-2-(((benzyloxy)carbonyl)amino)-4,4-dimethyl-2-(2-oxo-1,2-dihydroquinolin-6-yl)pentanoate C(C1=CC=CC=C1)OC(=O)N[C@](C(=O)OC(C)C)(CC(C)(C)C)C=1C=C2C=CC(NC2=CC1)=O